COC[C@]1(C(NC(N1)=O)=O)CCC(N1CC2=CC=C(C=C2C1)C(F)(F)F)=O (S)-5-(methoxymethyl)-5-(3-oxo-3-(5-(trifluoromethyl)isoindolin-2-yl)propyl)imidazolidine-2,4-dione